N5-[3-chloro-2-[4-(2-methylpropanoyl)piperazin-1-yl]phenyl]-N2,N2-dimethyl-thiophene-2,5-disulfonamide ClC=1C(=C(C=CC1)NS(=O)(=O)C1=CC=C(S1)S(=O)(=O)N(C)C)N1CCN(CC1)C(C(C)C)=O